N-(4-Ethylphenyl)-6-morpholine-4-yl-N1-p-tolyl-[1,3,5]triazine-2,4-diamine hydrochloride Cl.C(C)C1=CC=C(C=C1)NC1N(C(=NC(=N1)N)N1CCOCC1)C1=CC=C(C=C1)C